(2R,3S)-3-METHYLHEX-5-ENE-2-SULFONAMIDE C[C@H]([C@@H](C)S(=O)(=O)N)CC=C